C1=CC=CC2=CC(=CC=C12)CC(=O)[O-] 6-naphthylacetate